5-(2-(((3R,4S)-3,4-dihydroxy-1-methylcyclohexyl)amino)-2-oxoacetyl)-N-(4-fluoro-3-methylphenyl)-1,2,4-trimethyl-1H-pyrrole-3-carboxamide O[C@@H]1CC(CC[C@@H]1O)(C)NC(C(=O)C1=C(C(=C(N1C)C)C(=O)NC1=CC(=C(C=C1)F)C)C)=O